2,2'-{(1-phenyl-1H-pyrrole-2,5-diyl)bis[(thieno[3,2-b]furan-2,5-diyl)methanylylidene]}dipropanedinitrile C1(=CC=CC=C1)N1C(=CC=C1C1=CC2=C(O1)C=C(S2)C=C(C#N)C#N)C2=CC1=C(O2)C=C(S1)C=C(C#N)C#N